C(C)OC(=O)C1(CC2=CC=CC(=C2C(C1)C(NC1=CC=CC=C1)=O)Cl)C(=O)OCC 5-chloro-4-(phenylcarbamoyl)-3,4-dihydronaphthalene-2,2(1H)-dicarboxylic acid diethyl ester